ClC(CN(C)C)C1=CC(=CC(=C1)F)Cl 2-chloro-2-(3-chloro-5-fluorophenyl)-N,N-dimethylethan-1-amine